2,2'-bis(2-chlorophenyl)-4,4',5,5'-tetraphenyl-biimidazole (Rac)-tert-butyl-4-[2-(6,6-dimethyltetrahydropyran-3-yl)-3H-imidazo[4,5-b]pyridin-7-yl]piperidine-1-carboxylate C(C)(C)(C)OC(=O)N1CCC(CC1)C1=C2C(=NC=C1)NC(=N2)[C@@H]2COC(CC2)(C)C.ClC2=C(C=CC=C2)C2(N=C(C(=N2)C2=CC=CC=C2)C2=CC=CC=C2)C2(N=C(C(=N2)C2=CC=CC=C2)C2=CC=CC=C2)C2=C(C=CC=C2)Cl |r|